NC1=C(C=C(C=N1)C#CC(C)(C)NC(=O)N1CCN(CC1)C)OC(C)C1=C(C(=CC=C1Cl)F)Cl 4-methyl-piperazine-1-carboxylic acid (3-{6-amino-5-[1-(2,6-dichloro-3-fluoro-phenyl)-ethoxy]-pyridin-3-yl}-1,1-dimethyl-prop-2-ynyl)-amide